O1N=CC=C1C(=O)OCCN1N=C(C=2C(NCC3(CCOCC3)CC21)=O)CC 2-(3-ethyl-4-oxo-spiro[6,8-dihydro-5H-pyrazolo[4,3-c]azepine-7,4'-tetrahydropyran]-1-yl)ethyl isoxazole-5-carboxylate